((1-acetylazetidin-3-yl)amino)-2-chloropyrimidine-4-carboxylic acid methyl ester COC(=O)C1=NC(=NC=C1NC1CN(C1)C(C)=O)Cl